methyl 2-((3-((1-benzyl-5-(1-(4-methoxyphenyl)-1H-pyrazol-4-yl) piperidin-3-yl) oxy) phenyl) amino)-2-cyclobutylacetate C(C1=CC=CC=C1)N1CC(CC(C1)C=1C=NN(C1)C1=CC=C(C=C1)OC)OC=1C=C(C=CC1)NC(C(=O)OC)C1CCC1